C(C)(C)(C)OC(=O)N[C@@H](C(=O)N[C@@H](CCCC1=CC=CC=C1)B(O)O)CC(=O)N1CCOCC1 ((R)-1-((R)-2-((tert-butoxycarbonyl)amino)-4-morpholino-4-oxobutanamido)-4-phenylbutyl)boronic acid